methyl 3-bromo-5-formylbenzoate Methyl-3-formylbenzoate COC(C1=CC(=CC=C1)C=O)=O.BrC=1C=C(C(=O)OC)C=C(C1)C=O